N-[(2-amino-3-chloroquinolin-7-yl)methyl]-N-(4-fluoro-2-methanesulfonylphenyl)-6-(oxetan-3-yl)pyridine-3-carboxamide NC1=NC2=CC(=CC=C2C=C1Cl)CN(C(=O)C=1C=NC(=CC1)C1COC1)C1=C(C=C(C=C1)F)S(=O)(=O)C